BrC=1C(=CC(=C(C1)C1=CC=C2C(=CN=NC2=C1)NCC1=C(C=C(C=C1)OC)OC)N1N=CC(=C1)C(F)(F)F)OC 7-[5-Bromo-4-methoxy-2-[4-(trifluoromethyl)pyrazol-1-yl]phenyl]-N-[(2,4-dimethoxyphenyl)methyl]cinnolin-4-amine